methyldiazane CNN